ClC1=C(C(=CC=C1Cl)OC)[C@H]1C[C@H]2CC=CC(N2C1)=O (2R,8aR)-2-(2,3-dichloro-6-methoxyphenyl)-2,3,8,8a-tetrahydro-1H-indolizin-5-one